4-((4'-(piperidin-1-yl)-[1,1'-biphenyl]-4-yl)oxy)-1H-1,2,3-triazole-5-carboxylic acid 2,2,2-trifluoroacetate FC(C(=O)O)(F)F.N1(CCCCC1)C1=CC=C(C=C1)C1=CC=C(C=C1)OC=1N=NNC1C(=O)O